5-hydroxy-2-methyl-benzaldehyde OC=1C=CC(=C(C=O)C1)C